COC=1N=CC=2N(C1)C=CN2 6-methoxyimidazo[1,2-a]pyrazin